5-[(2S)-2-methylpiperazin-1-yl]pyrimidine C[C@@H]1N(CCNC1)C=1C=NC=NC1